FC(C1=NC(=CC(=C1)C1=NN(C=N1)\C=C/1\C(N(C(N1CCO[Si](C)(C)C(C)(C)C)=O)C)=O)C(F)(F)F)(F)F (Z)-5-((3-(2,6-bis(trifluoromethyl)pyridin-4-yl)-1H-1,2,4-triazol-1-yl)methylene)-1-(2-((tert-butyldimethylsilyl)oxy)ethyl)-3-methylimidazoline-2,4-dione